C(C1=CC=CC=C1)N1CC(=C(CC1)C)N=[SH2](C)C ((1-benzyl-4-methyl-1,2,5,6-tetrahydropyridin-3-yl)imino)dimethyl-lambda6-sulfane